BrC=1C(=CC(=NC1)C(F)(F)F)N 5-bromo-2-(trifluoromethyl)pyridin-4-amine